COC=1C=CC2=C(NC(=N2)C2=CC(CC2(CCC)C)=O)C1 3-(6-methoxy-1H-benzo[d]imidazol-2-yl)-4-methyl-4-propylcyclopent-2-en-1-one